OC1=C(C=CC(=C1)OC)C(CCC1=CC(=C(C(=C1)OC)OC)OC)O 1-(2-hydroxy-4-methoxyphenyl)-3-(3',4',5'-trimethoxyphenyl)-1-propanol